ClC1=CN=C2N1C=C(C=N2)C=2C=CN1N=C(N=CC12)N[C@@H]1CC[C@@H](CC1)OC(F)F 5-(3-chloroimidazo[1,2-a]pyrimidin-6-yl)-N-(cis-4-(difluoromethoxy)cyclohexyl)pyrrolo[2,1-f][1,2,4]triazin-2-amine